CC(=O)OCC(COC(C)=O)OC(C)=O glyceryl triacetate